O[C@@H](C)C=1N(C=CN1)CC1=NOC(=C1)C1=CC=C(C=C1)C#CC1=CC=C(CN2CC(C2)CC(=O)OCC)C=C1 Ethyl (S)-2-(1-(4-((4-(3-((2-(1-hydroxyethyl)-1H-imidazol-1-yl)methyl) isoxazol-5-yl)phenyl) ethynyl)benzyl) azetidin-3-yl)acetate